[S-2].[Ce+3].[S-2].[S-2].[Ce+3] cerium sulfide